C(CC)C=1OCCN1 propyl-2-oxazoline